1-[6-(6-bromo-5-methoxypyrazolo[1,5-a]pyridin-3-yl)-3-(difluoromethyl)pyridin-2-yl]-5-methylpyrazole-3-carbonitrile BrC=1C(=CC=2N(C1)N=CC2C2=CC=C(C(=N2)N2N=C(C=C2C)C#N)C(F)F)OC